NC([C@H](C[C@H]1C(NCCC1)=O)NC([C@H](CC1CC1)N1C=CC2=CC=CC(=C12)Cl)=O)=O ((S)-1-(((S)-1-amino-1-oxo-3-((S)-2-oxopiperidin-3-yl)propan-2-yl)amino)-3-cyclopropyl-1-oxopropan-2-yl)-7-chloro-1H-indole